C(C=C)(=O)N1[C@H](CN(C[C@H]1C)C1=NC(N2C3=C(C(=C(C=C13)C(F)(F)F)Cl)SC[C@H](C2)C2=NC=CC=C2)=O)C (R)-8-((3S,5R)-4-acryloyl-3,5-dimethylpiperazin-1-yl)-11-chloro-3-(pyridin-2-yl)-10-(trifluoromethyl)-3,4-dihydro-2H,6H-[1,4]thiazepino[2,3,4-ij]quinazolin-6-one